N-[5-[1-(5-cyanopyrimidin-2-yl)-3,6-dihydro-2H-pyridin-5-yl]-4-fluoro-2-[(3R,5S)-3,4,5-trimethylpiperazin-1-yl]phenyl]-6-oxo-4-(trifluoromethyl)-1H-pyridine-3-carboxamide C(#N)C=1C=NC(=NC1)N1CCC=C(C1)C=1C(=CC(=C(C1)NC(=O)C1=CNC(C=C1C(F)(F)F)=O)N1C[C@H](N([C@H](C1)C)C)C)F